O=C1NC(CCC1N1C(C2=CC=C(C=C2C1=O)CN1CCN(CC1)C=1C2=C(N=C(N1)C)SC1=C2CCC1)=O)=O 2-(2,6-dioxopiperidin-3-yl)-5-((4-(2-methyl-6,7-dihydro-5H-cyclopenta[4,5]thieno[2,3-d]pyrimidin-4-yl)piperazin-1-yl)methyl)isoindoline-1,3-dione